chromium (III) 2,4-octanedione CC(CC(CCCC)=O)=O.[Cr+3]